N1(CCNCC1)[C@H]1C=2C(NCC1)=C(N(N2)C2=CC=C(C=C2)OC2=C(C=CC=C2)OC(F)(F)F)C(=O)N (7R)-7-(piperazin-1-yl)-2-{4-[2-(trifluoromethoxy)phenoxy]phenyl}-4,5,6,7-tetrahydro-2H-pyrazolo[4,3-b]pyridine-3-carboxamide